C1=CC=C2C(=C1)C(=O)C3=C(C2=O)C(=C(C=C3)N)N diaminoanthraquinone